dipropyl 3,3'-oxydipropionate O(CCC(=O)OCCC)CCC(=O)OCCC